tert-Butyl 3-oxocyclopentanecarboxylate O=C1CC(CC1)C(=O)OC(C)(C)C